phenyl (perfluorovinyl) disulfide FC(=C(F)F)SSC1=CC=CC=C1